1-oxo-4-propan-2-yl-7-(trifluoromethyl)phthalazin O=C1NN=C(C2=CC=C(C=C12)C(F)(F)F)C(C)C